OC(=O)C(F)(F)F.ClC=1C=C(C=CC1)C(=O)C1=CC2=C(C=N1)CNC2 6-[(3-chlorophenyl)carbonyl]-1H,2H,3H-pyrrolo[3,4-c]pyridine TFA salt